CC1=NC(=CC(=C1)C=1C=CC2=C(CN(CCC2(C)C)CC2=CC=C(C=C2)F)C1)C 8-(2,6-dimethylpyridin-4-yl)-2-(4-fluorobenzyl)-5,5-dimethyl-2,3,4,5-tetrahydro-1H-benzo[c]azepine